C(#N)C=1C=CC=C2NC[C@H](NC12)[C@](C)(C1=CC=CC=C1)NCCC=1C=C(C=CC1)CC(=O)O 2-(3-(2-(((S)-1-((S)-8-cyano-1,2,3,4-tetrahydroquinoxalin-2-yl)-1-phenylethyl)amino)ethyl)phenyl)acetic acid